(E)-N-(4-(1-(4-(1-((4-(2-(2,6-dioxopiperidin-3-yl)-1,3-dioxoisoindolin-5-yl)piperazin-1-yl)methyl)piperidin-4-yl)benzoyl)piperidin-4-yl)butyl)-3-(pyridin-3-yl)acrylamide O=C1NC(CCC1N1C(C2=CC=C(C=C2C1=O)N1CCN(CC1)CN1CCC(CC1)C1=CC=C(C(=O)N2CCC(CC2)CCCCNC(\C=C\C=2C=NC=CC2)=O)C=C1)=O)=O